tert-butyl 9-(5-nitropyridin-2-yl)-3,9-diazaspiro[5.5]undecane-3-carboxylate [N+](=O)([O-])C=1C=CC(=NC1)N1CCC2(CCN(CC2)C(=O)OC(C)(C)C)CC1